(methoxymethyl)triphenylphosphanium COC[P+](C1=CC=CC=C1)(C1=CC=CC=C1)C1=CC=CC=C1